C(C=C)(=O)OCCCCCC[Si](OC)(OC)CCC acryloyloxyhexyl-propyl-dimethoxysilane